2-(4-chlorophenyl)-4-[[methylsulfonyl]oxy]-5-amino-3(2H)-furanone ClC1=CC=C(C=C1)C1OC(=C(C1=O)OS(=O)(=O)C)N